C1(CC\C=C\CC\C=C/CCC1)=O (4E,8Z)-4,8-cyclododecadien-1-one